(3-((methylsulfonyl)methyl)azetidin-1-yl)methanone CS(=O)(=O)CC1CN(C1)C=O